N1=CC=C(C=C1)C=1C(=NN2C1CNCC2)C=2C=NC(=CC2)C(F)(F)F 3-(pyridin-4-yl)-2-[6-(trifluoromethyl)pyridin-3-yl]-4,5,6,7-tetrahydropyrazolo[1,5-a]pyrazin